CS(=O)(=O)C=1N=CC2=C(N1)N(C(C=C2C#C[Si](C(C)C)(C(C)C)C(C)C)=O)C2COCC2 2-methanesulfonyl-8-(oxolan-3-yl)-5-[2-(triisopropylsilyl)ethynyl]pyrido[2,3-d]pyrimidin-7-one